C(C)N(C1=NC(=CC=C1NC(CC1=CC(=C(C=C1)C(F)(F)F)F)=O)NCC1=CC=C(C=C1)F)CC N-[2-Diethylamino-6-(4-fluoro-benzylamino)-pyridin-3-yl]-2-(3-fluoro-4-trifluoromethyl-phenyl)-acetamide